C(C(C)C)(=O)OC1=CN=CC2=CC=CC=C12 Isoquinolin-4-yl isobutyrate